ethyl 3-(1,4-dimethyl-1H-benzotriazol-5-yl)-3-(7-{[(3'R)-7'-hydroxy-3'-methyl-3'H-spiro[cyclopropane-1,2'-pyrido[2,3-f][1,4]oxazepin]-4'(5'H)-yl]methyl}-1-benzothiophen-5-yl)propanoate CN1N=NC2=C1C=CC(=C2C)C(CC(=O)OCC)C=2C=C(C1=C(C=CS1)C2)CN2[C@@H](C1(OC3=C(C2)N=C(C=C3)O)CC1)C